C1(=CC=CC=C1)CC(C(=O)N)NC(=O)NC1=CC=CC=C1 3-phenyl-2-(3-phenylureido)propanamide